(S)-1-[5-(ethylsulfonimidoyl)-6-[3-methyl-6-(trifluoromethyl)imidazo[4,5-b]pyridin-2-yl]-3-pyridyl]cyclopropanecarbonitrile C(C)[S@@](=O)(=N)C=1C=C(C=NC1C1=NC=2C(=NC=C(C2)C(F)(F)F)N1C)C1(CC1)C#N